2-(2-(ethylsulfonamido)-5-((2-(6-(2,2,2-trifluoroethyl)quinazolin-4-yl)-2,7-diazaspiro[3.5]nonan-7-yl)methyl)phenoxy)acetamide C(C)S(=O)(=O)NC1=C(OCC(=O)N)C=C(C=C1)CN1CCC2(CN(C2)C2=NC=NC3=CC=C(C=C23)CC(F)(F)F)CC1